1-(3-Methyl-2-oxo-2,3-dihydrobenzo[d]oxazol-6-yl)dihydropyrimidine-2,4(1H,3H)-dione CN1C(OC2=C1C=CC(=C2)N2C(NC(CC2)=O)=O)=O